7-hydroxy-8-(4-hydroxyethyl-1-piperazinylmethyl)-3-acetyl-coumarin oxime OC1=CC=C2C=C(C(OC2=C1CN1CCN(CC1)CCO)=NO)C(C)=O